rac-(3ar,5r,7s,7ar)-1-isopropyl-3,3,7-trimethyl-5-(3-methylbut-2-en-1-yl)octahydrobenzo[c]isoxazole C(C)(C)N1OC([C@H]2[C@H]1[C@H](C[C@H](C2)CC=C(C)C)C)(C)C |r|